C(C1=CC=CC=C1)O[C@H]1[C@H](OC=C([C@H]1OCC1=CC=CC=C1)CO)COCC1=CC=CC=C1 ((2R,3R,4R)-3,4-bis(benzyloxy)-2-((benzyloxy)methyl)-3,4-dihydro-2H-pyran-5-yl)methanol